1-methyl-9,10-bis(propionyloxy)anthracene CC1=CC=CC2=C(C3=CC=CC=C3C(=C12)OC(CC)=O)OC(CC)=O